(((5s,7s,8r)-8-fluoro-7-methyl-2-oxo-1-oxa-3-azaspiro[4.5]decan-7-yl)methyl)-1H-benzo[d]imidazole-6-carbonitrile F[C@H]1[C@](C[C@]2(CNC(O2)=O)CC1)(C)CN1C=NC2=C1C=C(C=C2)C#N